CC1=NN2C(N=C(C(=C2C)C[C@H]2CN(CC2)C2=NC=C(N=C2)C2=CC=C(C=C2)CN2CCC(CC2)S(=O)(=O)C)C)=N1 2,5,7-Trimethyl-6-({(3R)-1-[5-(4-{[4-(methylsulfonyl)piperidin-1-yl]methyl}phenyl)pyrazin-2-yl]pyrrolidin-3-yl}methyl)[1,2,4]triazolo[1,5-a]pyrimidin